ClC1=NC=C(C(=N1)NCC1=CC=NC=C1)C(=O)N 2-chloro-4-((pyridin-4-ylmethyl)amino)pyrimidin-5-carboxamide